COC=1C=C2C=CN=CC2=C(C1)OC 6,8-dimethoxyisoquinolin